racemic-endo-N-(7-cyano-7-azabicyclo[2.2.1]heptan-2-yl)-2-(3-methylanilino)-5-pyridinecarboxamide C(#N)N1C2C(CC1CC2)NC(=O)C=2C=CC(=NC2)NC2=CC(=CC=C2)C